tetradecenyl nonoxymethyl ether C(CCCCCCCC)OCOC=CCCCCCCCCCCCC